C(CCCCCCC)OC(=O)C=1C=C(C=C2C1C(=CO2)C2=CC(=CC(=C2)OC)OC)OC 3-(3,5-Dimethoxyphenyl)-6-methoxy-4-benzofurancarboxylic acid octyl ester